C(#N)C=1C=C(C=CC1)C1CC(NC1)C(=O)N 4-(3-cyanophenyl)pyrrolidine-2-carboxamide